C(C)(C)(C)S(=O)NC(C=1C(=NN(C1C(=O)O)C)NC(C1=CC(=CC(=C1)C(F)(F)F)F)=O)C1=C(C=CC(=C1)F)Cl 4-(((tert-butylsulfinyl)amino)(2-chloro-5-fluorophenyl)methyl)-3-(3-fluoro-5-(trifluoromethyl)benzamido)-1-methyl-1H-pyrazole-5-carboxylic acid